(3-methoxy-3-oxopropanamido)cyclohexane-1-carboxylic acid methyl ester COC(=O)C1(CCCCC1)NC(CC(=O)OC)=O